4-{[Dimethyl(phenyl)silyl]methyl}-6-oxo-6-(quinolin-8-ylamino)hexylpivalate C[Si](C1=CC=CC=C1)(C)CC(CCCCC(C(=O)[O-])(C)C)CC(NC=1C=CC=C2C=CC=NC12)=O